C(CCC)C1C(OCOC1)=O 3-butyl-1,5-dioxanone